trans-adipoyl phosphate P1(=O)(OC(CCCCC(=O)O1)=O)[O-]